N,N-bis(2-hydroxyethyl)-N-hydroxylamine OCCN(O)CCO